C(=O)C=1C=NN(C1)C=1C=C(C(=NC1)C#N)C 5-(4-formyl-1H-pyrazol-1-yl)-3-methylpyridine-2-carbonitrile